CC([C@@H](C(=O)OCC1=CC=CC=C1)N1C([C@@H](CC1)NC(=O)[C@H]1N(C1)C(C1=CC=CC=C1)(C1=CC=CC=C1)C1=CC=CC=C1)=O)C benzyl (2S)-3-methyl-2-[(3R)-2-oxo-3-[(2S)-1-(triphenylmethyl) aziridine-2-amido]pyrrolidin-1-yl]butanoate